C(C)(C1=C(C(=CC(=C1)C(C)CC)C(C)(C)C)O)C1=C(C(=CC(=C1)C(C)CC)C(C)(C)C)O 2,2'-ethylidenebis(4-s-butyl-6-t-butylphenol)